FC=1C=C(C=CC1C1=CC=NC=C1)NC1=NC=C(C(=N1)NN1C(OC2=C1C=CC=C2)=O)C (2-(3-fluoro-4-(pyridin-4-yl)phenylamino)-5-methylpyrimidin-4-ylamino)benzo[d]oxazol-2(3H)-one